CC=1N=CSC1C1=CC=C(CNC(OC(C)(C)C)=O)C=C1 tert-Butyl (4-(4-methylthiazol-5-yl)benzyl)carbamate